cyanocyclopropylamine C(#N)NC1CC1